C1(=CC=CC=C1)C1(CC(=NO1)C(=O)N)C1=CC=CC=C1 4,5-dihydro-5,5-diphenyl-isoxazole-3-formamide